ClC=1C=C(C(=O)N2CC=3C(C[C@H]2C)=NNC3C(=O)O)C=CC1Cl (R)-5-(3,4-Dichlorobenzoyl)-6-methyl-4,5,6,7-tetrahydro-2H-pyrazolo[4,3-c]pyridine-3-carboxylic acid